ONC(C[C@@H](CC1=CC2=CC=CC=C2C=C1)N1N=NC(=C1)CNS(=O)(=O)C1=CC=C(C)C=C1)=O (R)-N-Hydroxy-4-naphthalen-2-yl-3-{4-[(toluene-4-sulfonylamino)-methyl]-[1,2,3]triazol-1-yl}-butyramide